N,N-di-n-butylamino-methyltrimethoxysilane C(CCC)N(CCCC)CO[Si](OC)(OC)C